CC(C=O)CCCC(CCC=C(C)C)C (+/-)-2,6,10-trimethyl-9-undecenal